1-benzyl 2-methyl (2R,3S,5S)-3-((4-methoxybenzyl)amino)-5-(trifluoromethyl)pyrrolidine-1,2-dicarboxylate COC1=CC=C(CN[C@@H]2[C@@H](N([C@@H](C2)C(F)(F)F)C(=O)OCC2=CC=CC=C2)C(=O)OC)C=C1